C(C)C=1C=C(C=C(C1)F)C1=C(C=C2NC(C=3N(C2=C1F)C(=NN3)C)(C)C)F 8-(3-Ethyl-5-fluoro-phenyl)-7,9-difluoro-1,4,4-trimethyl-5H-[1,2,4]triazolo[4,3-a]quinoxaline